(3R)-3-(4-Chlorophenyl)-2-[(5-chloropyridin-2-yl)methyl]-6-{2-hydroxy-1-[(3R)-3-hydroxypyrrolidin-1-yl]propan-2-yl}-3-methoxy-2,3-dihydro-1H-isoindol-1-on ClC1=CC=C(C=C1)[C@@]1(N(C(C2=CC(=CC=C12)C(CN1C[C@@H](CC1)O)(C)O)=O)CC1=NC=C(C=C1)Cl)OC